N1,N1-dimethyl-N3-(pyrazino[1',2':1,5]pyrazolo[4,3-b][1,6]naphthyridin-7-yl)benzene-1,3-diamine CN(C1=CC(=CC=C1)NC=1C=2C(N=C3C=CN=CC13)=C1N(N2)C=CN=C1)C